6-bromo-2-chloro-8-fluoroquinazoline BrC=1C=C2C=NC(=NC2=C(C1)F)Cl